C(C)OC(=O)C=1N=CC=2CN(CCC2C1)C1=NC(=CC(=C1)N1CC(OCC1)C)F 7-(6-fluoro-4-(2-methylmorpholino)pyridin-2-yl)-5,6,7,8-tetrahydro-2,7-naphthyridine-3-carboxylic acid ethyl ester